1,3,5-Trifluorobenzaldehyde FC1(C=O)CC(=CC(=C1)F)F